4-amino-6-methoxy-1,3,5-triazine-2-carboxylic acid NC1=NC(=NC(=N1)OC)C(=O)O